ClC1=C(C=CC(=C1)Cl)C(C(=O)O)(F)F 2-(2,4-dichlorophenyl)-2,2-difluoroacetic acid